FC(C1=NC(=NC(=C1)C1=CN(C(C=C1)=O)CC1=CC(=C(C=C1)OC)OC)S(=O)(=O)CCCC(=O)NCCCCCC)F 4-((4-(difluoromethyl)-6-(1-(3,4-dimethoxybenzyl)-6-oxo-1,6-dihydropyridin-3-yl)pyrimidin-2-yl)sulfonyl)-N-hexyl-butanamide